C(C1=CC=CC=C1)N1C2=C(S(CC1)C1OCCC1)C=CC(=C2)NC(=O)NC2=CC=C1C=CNC1=C2 1-(4-benzyl-1-oxolanyl-3,4-dihydro-2H-benzo[b][1,4]thiazin-6-yl)-3-(1H-indol-6-yl)urea